4-(2-fluoro-4-(trifluoromethyl)phenyl)piperazine FC1=C(C=CC(=C1)C(F)(F)F)N1CCNCC1